N-(2-ethylhexyl)-2-phenyl-3-(2-propen-1-yloxy)-quinolin-4-one C(C)C(CN1C(=C(C(C2=CC=CC=C12)=O)OCC=C)C1=CC=CC=C1)CCCC